BrC1=CC(=NS1)CN1C(N(C(C=C1)=O)C)=O 1-[(5-Bromo-1,2-thiazol-3-yl)methyl]-3-methyl-1,2,3,4-tetrahydropyrimidine-2,4-dione